FC1=CC=C(C(=N1)C1=NN=NN1)C(CCCC)O 1-(6-fluoro-2-(1H-tetrazol-5-yl)pyridin-3-yl)pentan-1-ol